(1,2,4-triazol-4-yl)pyrimidine N=1N=CN(C1)C1=NC=CC=N1